CN(C1=CC=C(C=C1)C1=CC=C(C=C1)C=O)C 4'-(dimethylamino)-[1,1'-biphenyl]-4-formaldehyde